CC1=C(C=CC(=C1)C1=NC=NN2C1=CC(=C2)B2OC(C(O2)(C)C)(C)C)CNC(OC(C)(C)C)=O tert-butyl N-[[2-methyl-4-[6-(4,4,5,5-tetramethyl-1,3,2-dioxaborolan-2-yl)pyrrolo[2,1-f][1,2,4]triazin-4-yl]phenyl]methyl]carbamate